C(C)(C)(C)OC(N[C@@H]1CNCC=2C=C(C=NC12)C(F)(F)F)=O (R)-(3-(trifluoromethyl)-5,6,7,8-tetrahydro-1,6-naphthyridin-8-yl)carbamic acid tert-butyl ester